NC1=C(C=C(C=N1)C#CC=1C(=CC(=C(C(=O)NC2=CC(=C(C=C2)CN2CCN(CC2)C)C(F)(F)F)C1)Cl)C)F 5-((6-amino-5-fluoropyridin-3-yl)ethynyl)-2-chloro-4-methyl-N-(4-((4-methylpiperazin-1-yl)methyl)-3-(trifluoromethyl)phenyl)benzamide